N-methylpyridine-2-sulphonamide CNS(=O)(=O)C1=NC=CC=C1